Sodium (S)-N-((2,4-diisopropyl-6-methoxypyridin-3-yl)carbamoyl)-6-methoxy-6,7-dihydro-5H-pyrazolo[5,1-b][1,3]oxazine-3-sulfonamide C(C)(C)C1=NC(=CC(=C1NC(=O)NS(=O)(=O)C=1C=NN2C1OC[C@H](C2)OC)C(C)C)OC.[Na]